3-ureido-1-dimethylamino-benzene N(C(=O)N)C=1C=C(C=CC1)N(C)C